(S)-2-amino-3-(3-(6-isopropyl-1,2,4,5-tetrazin-3-yl)phenyl)propanoic acid N[C@H](C(=O)O)CC1=CC(=CC=C1)C=1N=NC(=NN1)C(C)C